2-(2,6-dioxopiperidin-3-yl)-5-((3-(trans-3-(4-(7-((3S,5R)-3,4,5-trimethylpiperazin-1-yl)quinoxalin-2-yl)-1H-pyrazol-1-yl)cyclobutyl)propyl)amino)isoindoline-1,3-dione O=C1NC(CCC1N1C(C2=CC=C(C=C2C1=O)NCCC[C@@H]1C[C@H](C1)N1N=CC(=C1)C1=NC2=CC(=CC=C2N=C1)N1C[C@@H](N([C@@H](C1)C)C)C)=O)=O